ClC=1C=CC(=C(C1)N1CON(CO1)C(C)CC1OCCCC1)N1N=NC(=C1)Cl 2-(4-(5-Chloro-2-(4-chloro-1H-1,2,3-triazol-1-yl)phenyl)-2,5-dioxapiperazin-1-yl)-3-(tetrahydro-2H-pyran-2-yl)propan